C(C)N(CC)CCC[SiH3] diethylaminopropyl-silane